4-Phenyl-3,4-dihydro-1H-2,1-benzothiazin-2,2-dioxid C1(=CC=CC=C1)C1CS(NC2=C1C=CC=C2)(=O)=O